C(C)C1=C(C=C2CCN(CC2=C1)C)NC1=NC=C(C(=N1)C1=CC2=C(C(N(CCS2(=O)=O)C)=O)S1)C(F)(F)F 7-(2-((7-ethyl-2-methyl-1,2,3,4-tetrahydroisoquinolin-6-yl)amino)-5-(trifluoromethyl)pyrimidin-4-yl)-4-methyl-3,4-dihydrothieno[2,3-f][1,4]thiazepin-5(2H)-one 1,1-dioxide